COC1=CC=C(C=C1)C(=O)OC Methyl Anisate